N1=C(C=CC=C1)C1CN(CC1)C(=O)OC(C)(C)C tert-butyl 3-(pyridin-2-yl)pyrrolidine-1-carboxylate